1-(((R)-3-(1-(7-(((R)-1-(2,4-dichlorophenyl)ethyl)amino)-[1,2,4]triazolo[1,5-a]pyrimidin-5-yl)azetidin-3-yl)piperidin-1-yl)methyl)cyclopropan-1-ol ClC1=C(C=CC(=C1)Cl)[C@@H](C)NC1=CC(=NC=2N1N=CN2)N2CC(C2)[C@@H]2CN(CCC2)CC2(CC2)O